Dihydroxysilan O[SiH2]O